COCCOC(C(C)(C)OC(C1=C(C=C(C(=C1)N1C(N(C(=CC1=O)C(F)F)N)=O)F)Cl)=O)=O 1-(2-methoxyethoxy)-2-methyl-1-oxopropan-2-yl-5-[3-amino-4-(difluoromethyl)-2,6-dioxo-3,6-dihydropyrimidin-1(2H)-yl]-2-chloro-4-fluorobenzoate